4-(2-(6-((nitrooxy)methyl)-1,3,5,7-tetraoxo-3,5,6,7-tetrahydropyrrolo[3,4-f]isoindol-2(1H)-yl)ethoxy)-3-(phenylsulfonyl)-1,2,5-oxadiazole 2-oxide [N+](=O)([O-])OCN1C(C=2C=C3C(=CC2C1=O)C(N(C3=O)CCOC=3C(=[N+](ON3)[O-])S(=O)(=O)C3=CC=CC=C3)=O)=O